C12(CC3CC(CC(C1)C3)C2)CC(=O)NCCCCCCCCCC2=CC(=CC=C2)C=2C(=NN3C2N=C(C=C3N3CCN(CC3)CCO)C3=CC=CC=C3)C 2-(Adamantan-1-yl)-N-(9-(3-(7-(4-(2-hydroxyethyl)piperazin-1-yl)-2-methyl-5-phenylpyrazolo[1,5-a]pyrimidin-3-yl)phenyl)nonyl)acetamide